(6aR,9R)-N,N-diethyl-7-(3-methylbenzyl)-4,6,6a,7,8,9-hexahydroindolo[4,3-fg]quinoline-9-carboxamide C(C)N(C(=O)[C@H]1CN([C@@H]2CC=3C4=C(C2=C1)C=CC=C4NC3)CC3=CC(=CC=C3)C)CC